CC1(CC1)C1=NN=C(O1)C(=O)N1[C@H](C2=C(CC1)NC=N2)C2=NN1C(C=CC=C1C(F)(F)F)=C2 (R)-(5-(1-methylcyclopropyl)-1,3,4-oxadiazol-2-yl)(4-(7-(trifluoromethyl)pyrazolo[1,5-a]pyridin-2-yl)-6,7-dihydro-1H-imidazo[4,5-c]pyridin-5(4H)-yl)methanone